(S)-2-(4-trifluoromethylphenyl)pyrrolidine methyl-2-[[2-[6-(5-cyclopropyl-4H-1,2,4-triazol-3-yl)-2-azaspiro[3.3]heptane-2-carbonyl]-2,6-diazaspiro[3.3]heptan-6-yl]methyl]benzoate COC(C1=C(C=CC=C1)CN1CC2(CN(C2)C(=O)N2CC3(C2)CC(C3)C3=NN=C(N3)C3CC3)C1)=O.FC(C1=CC=C(C=C1)[C@H]1NCCC1)(F)F